(S)-5-methoxy-3-methyl-3-((2-phenyl-1H-indol-3-yl)methyl)-2,3-dihydro-1H-inden-1-one COC=1C=C2[C@](CC(C2=CC1)=O)(CC1=C(NC2=CC=CC=C12)C1=CC=CC=C1)C